COC1(C(OCCC1C#N)(C(N(C1=CC=CC(=N1)C1=CC=NC=C1)N)C1CCCCC1)N)C(C)C methoxy(propan-2-yl)amino(cyclohexyl(amino([2,4'-bipyridin]-6-yl)amino)methyl)tetrahydro-2H-pyran-4-carbonitrile